(S)-N-cyclopropyl-2-(4-(5-(3,5-difluorophenyl)-4,5-dihydro-1H-pyrazole-1-carbonyl)piperazin-1-yl)-5-fluoro-N-methylpyrimidine-4-carboxamide C1(CC1)N(C(=O)C1=NC(=NC=C1F)N1CCN(CC1)C(=O)N1N=CC[C@H]1C1=CC(=CC(=C1)F)F)C